ClC1=CC=C2C(=CNC2=C1)C[C@@H](C(=O)N[C@H](C(=O)OC(C)C)CCC(C=[N+]=[N-])=O)O isopropyl (S)-2-((S)-3-(6-chloro-1H-indol-3-yl)-2-hydroxypropanamido)-6-diazo-5-oxohexanoate